N(=NC(C(=O)OC(C)C)(C)C)C(C(=O)OC(C)C)(C)C diisopropyl azobisisobutyrate